(3-(Cyclopropyl)propoxy)-4-(1-(methyl-d3)-1,2,5,6-tetrahydropyridin-3-yl)-1,2,5-thiadiazole C1(CC1)CCCOC1=NSN=C1C=1CN(CCC1)C([2H])([2H])[2H]